4-chloro-1-(1-(cyclopropanecarbonyl)pyrrolidin-3-yl)-N-(5-((4-fluorophenyl)ethynyl)-3-methylpyridin-2-yl)-1H-pyrazole-5-carboxamide ClC=1C=NN(C1C(=O)NC1=NC=C(C=C1C)C#CC1=CC=C(C=C1)F)C1CN(CC1)C(=O)C1CC1